N=1NC(=CC1)C1=CC=CC2=C1OCCO2 8-(2H-pyrazol-3-yl)-2,3-dihydro-benzo[1,4]dioxin